N,N-Diisopropylpentanamide C(C)(C)N(C(CCCC)=O)C(C)C